methyl 3-(2,2,7-trifluoro-3-oxo-6-(perfluorophenyl)-2,3-dihydro-4H-benzo[b][1,4]oxazin-4-yl)propanoate FC1(C(N(C2=C(O1)C=C(C(=C2)C2=C(C(=C(C(=C2F)F)F)F)F)F)CCC(=O)OC)=O)F